C(C)(C)(C)[Si](C)(C)OC1=CC=C(C2=CC=CC=C12)F tert-butyl((4-fluoronaphthalen-1-yl)oxy)dimethylsilane